methylenedioxybenzophenone C1OC2=C(C(=O)C3=CC=CC=C3)C=CC=C2O1